BrCC=1CCN(CC1C1=CC=NN1C(C)C)C(=O)OC(C)(C)C tert-butyl 4-(bromomethyl)-5-(1-isopropyl-1H-pyrazol-5-yl)-3,6-dihydropyridine-1(2H)-carboxylate